methyl-phenyl-2H-benzotriazole CC1=CC=CC2=NN(N=C21)C2=CC=CC=C2